FC(C1=CC=C(C=N1)\C=N\C1=NC=C(C(=O)OC)C=C1)(F)F.[O].[Hf].[Ce] cerium-hafnium oxygen methyl (E)-6-(((6-(trifluoromethyl)pyridin-3-yl)methylene)amino)nicotinate